N-[3-nitro-4-(tetrahydropyran-4-ylmethylamino)phenyl]sulfonyl-4-[4-[(3-phenyl-2-azaspiro[3.4]octan-2-yl)methyl]-1-piperidyl]-2-(1H-pyrrolo[2,3-b]pyridin-5-yloxy)benzamide [N+](=O)([O-])C=1C=C(C=CC1NCC1CCOCC1)S(=O)(=O)NC(C1=C(C=C(C=C1)N1CCC(CC1)CN1CC2(C1C1=CC=CC=C1)CCCC2)OC=2C=C1C(=NC2)NC=C1)=O